COC(=O)C=1C=2C(CNC2C=CC1Br)(C)C 5-bromo-3,3-dimethylindoline-4-carboxylic acid methyl ester